ClC=1C=C2C(=NC1C(=O)N1CCN(CC1)C(=O)OC(C)(C)C)NC=C2C(=O)[C@H]2C[C@H](N(CC2)C2=NC=C(C=C2Cl)F)C |r| tert-butyl 4-{5-chloro-3-[(2RS,4RS)-1-(3-chloro-5-fluoropyridin-2-yl)-2-methylpiperidine-4-carbonyl]-1H-pyrrolo[2,3-b]pyridine-6-carbonyl}piperazine-1-carboxylate